BrC1=CC=2N(C=C1)N=C(N2)Cl 7-bromo-2-chloro-[1,2,4]triazolo[1,5-a]pyridine